[(3R,3'R)-3'-hydroxy-1,4-dihydro-1'H,2H-spiro[isoquinoline-3,4'-piperidin]-1'-yl]{8-[(1R)-1-methoxyethyl]-6-(2-methoxy-4-pyrimidinyl)imidazo[1,2-a]pyridin-2-yl}methanone O[C@@H]1CN(CC[C@@]12NCC1=CC=CC=C1C2)C(=O)C=2N=C1N(C=C(C=C1[C@@H](C)OC)C1=NC(=NC=C1)OC)C2